[3-(trifluoromethoxy)phenyl](2H2)methanamine hydrochloride Cl.FC(OC=1C=C(C=CC1)C(N)([2H])[2H])(F)F